C(CCC)C1CC(CCC1)NC(=O)C1=CC(=CC(=C1)C(=O)NC1CC(CCC1)CCCC)C(=O)NC1CC(CCC1)CCCC 1,3,5-benzenetricarboxylic acid tri(3-n-butylcyclohexylamide)